4-methyl-2-(1,1,2,2-tetrafluoro-6-azaspiro[2.5]octan-6-yl)-5-(trifluoromethyl)nicotinamide CC1=C(C=NC(=C1C(=O)N)N1CCC2(C(C2(F)F)(F)F)CC1)C(F)(F)F